C(CCCCC)C(COC(CC(=O)OCC(C(C(=O)NCCC(=O)O)OC(CCCC(=O)OCC(CCCCCCCC)CCCCCC)=O)(C)C)=O)CCCCCCCC 3-(4-((3-((2-hexyldecyl)oxy)-3-oxopropanoyl)oxy)-2-((5-((2-hexyldecyl)oxy)-5-oxopentanoyl)Oxy)-3,3-dimethylbutanamido)propanoic acid